2,5-di-tert-butyl-hydroxyanisole C(C)(C)(C)C1=C(C=C(C=C1O)C(C)(C)C)OC